C(C1=CC=C(C=C1)C(C(C)(C)O)=O)C1=CC=C(C=C1)C(C(C)(O)C)=O 1,1'-(methylenebis-4,1-phenylene)bis[2-hydroxy-2-Methyl-1-propanone]